5-((4-benzyl-1-(4-hydroxyphenoxy)cyclohexyl)ethynyl)-3-hydroxypyridinium C(C1=CC=CC=C1)C1CCC(CC1)(OC1=CC=C(C=C1)O)C#CC=1C=C(C=[NH+]C1)O